C(C)(C)(C)OC(N[C@@H]1CN(C[C@H]1OC)C=1C=C2CN3[C@@H](C2=CC1)CN(C[C@H]3C)C3=CC(N(C1=NC=CC=C31)CC)=O)=O N-[(3r,4r)-1-[(4r,10bs)-2-(1-ethyl-2-oxo-1,8-naphthyridin-4-yl)-4-methyl-3,4,6,10b-tetrahydro-1H-pyrazino[2,1-a]isoindol-8-yl]-4-methoxy-pyrrolidin-3-yl]carbamic acid tert-butyl ester